C1=CC=CC=2C3=CC=CC=C3C(C12)COC(=O)N[C@]1([C@@H](C1)CC(F)F)C(=O)O (1R,2S)-1-((((9H-fluoren-9-yl)methoxy)carbonyl)amino)-2-(2,2-difluoroethyl)cyclopropanecarboxylic acid